N-(5-((2S,4S)-1,4-dimethylpyrrolidine-2-carboxamido)-2-methylpyridin-3-yl)-2-(2-hydroxypyridin-3-yl)pyrazolo[5,1-b]thiazole-7-carboxamide CN1[C@@H](C[C@@H](C1)C)C(=O)NC=1C=C(C(=NC1)C)NC(=O)C=1C=NN2C1SC(=C2)C=2C(=NC=CC2)O